(2S)-2-cyclohexyl-2-[(5-{[(2,4-diamino-6-oxo-1,6-dihydropyrimidin-5-yl)carbamoyl]amino}pyridin-2-yl)formamido]acetic acid C1(CCCCC1)[C@@H](C(=O)O)NC(=O)C1=NC=C(C=C1)NC(NC1=C(N=C(NC1=O)N)N)=O